C1CCC2=C(C=3CCCC3C=C12)NC=1OC(CN1)(C(=O)OCC)C=1C=NC(=CC1)OC ethyl 2-((1,2,3,5,6,7-hexahydro-s-indacen-4-yl)amino)-5-(6-methoxypyridin-3-yl)-4,5-dihydrooxazole-5-carboxylate